C1CC(CCC1CO)N [(1r,4r)-4-aminocyclohexyl]methanol